BrC=1C(=C(C(=C(C1)C(C)=O)O)C)F 1-(5-bromo-4-fluoro-2-hydroxy-3-methylphenyl)ethan-1-one